O=C1NC(CCC1N1CC2=CC(=C(C=C2C1=O)N1CCC(CC1)C=O)F)=O 1-(2-(2,6-dioxopiperidin-3-yl)-6-fluoro-3-oxoisoindolin-5-yl)piperidine-4-carbaldehyde